N-(6-amino-5-ethyl-3-pyridyl)-2-oxo-2-[(2R,5S)-5-methyl-2-[2-[(3R,5R)-1,5-dimethyl-3-piperidyl]-1,3-benzothiazol-5-yl]cyclohexyl]acetamide NC1=C(C=C(C=N1)NC(C(C1[C@@H](CC[C@@H](C1)C)C=1C=CC2=C(N=C(S2)[C@H]2CN(C[C@@H](C2)C)C)C1)=O)=O)CC